3-((1-(2-(3-hydroxyprop-1-yn-1-yl)pyridin-4-yl)piperidin-4-yl)oxy)cyclobutan-1-ol OCC#CC1=NC=CC(=C1)N1CCC(CC1)OC1CC(C1)O